2-(3-(tert-Butyl)phenyl)isonicotinaldehyde C(C)(C)(C)C=1C=C(C=CC1)C=1C=C(C=O)C=CN1